4-(5-(3-acetyl-1-methyl-1H-pyrazol-5-yl)-5-hydroxyoctahydropentalen-2-yl)-N-(3-chloro-4-fluorophenyl)-1-methyl-1H-imidazole-5-carboxamide C(C)(=O)C1=NN(C(=C1)C1(CC2CC(CC2C1)C=1N=CN(C1C(=O)NC1=CC(=C(C=C1)F)Cl)C)O)C